N-ethyl-5-fluoro-2-(3-methyl-6-{1-[(3S)-4-methyl-1-[(3S)-morpholin-3-yl]pentan-3-yl]azetidin-3-yl}imidazo[1,5-a]pyridin-8-yl)-N-(isopropyl)benzamide C(C)N(C(C1=C(C=CC(=C1)F)C=1C=2N(C=C(C1)C1CN(C1)[C@@H](CC[C@@H]1NCCOC1)C(C)C)C(=NC2)C)=O)C(C)C